BrC1=CC2=CN(N=C2C=C1OC)[C@@H]1[C@H]([C@@H](CCC1)O)C |r| rac-(1R,2R,3S)-3-(5-bromo-6-methoxy-2H-indazol-2-yl)-2-methylcyclohexan-1-ol